[(2S,4R,5R)-4-Acetoxy-5-(5-fluoro-4-oxo-3H-pyrrolo[2,3-d]pyrimidin-7-yl)tetrahydrofuran-2-yl]methyl acetate C(C)(=O)OC[C@H]1O[C@H]([C@@H](C1)OC(C)=O)N1C=C(C2=C1N=CNC2=O)F